FC(C(=O)O)(F)F.[Si](C)(C)(C(C)(C)C)OC[C@H]1NCC1C#N (2S)-2-(((tert-Butyldimethylsilyl)oxy)methyl)azetidine-3-carbonitrile trifluoroacetate